1-(5-cyano-4-methoxy-2-methylphenyl)-2-oxo-6-(trifluoromethyl)-1,2-dihydropyridine-3-carboxylic acid C(#N)C=1C(=CC(=C(C1)N1C(C(=CC=C1C(F)(F)F)C(=O)O)=O)C)OC